(2-Methyl-vinyl-benzyl)trimethyl-ammonium chloride [Cl-].CC=CC(C1=CC=CC=C1)[N+](C)(C)C